C(C=C)O[C@H]1CC[C@](C=2C=CC=NC12)(C(=O)NCC1=C(C=C(C=C1)Cl)F)F (5S,8S)-8-(allyloxy)-N-(4-chloro-2-fluorobenzyl)-5-fluoro-5,6,7,8-tetrahydroquinoline-5-carboxamide